N-(1-(3-(5-((3-fluorophenyl)ethynyl)pyridin-2-yl)-1,2,4-oxadiazol-5-yl)ethyl)propan-2-amine FC=1C=C(C=CC1)C#CC=1C=CC(=NC1)C1=NOC(=N1)C(C)NC(C)C